[N+](=O)([O-])C1=C2CN(C(C2=CC=C1)=O)C1C(NC(CC1)=O)=O 3-(4-Nitro-1-oxo-1,3-dihydro-isoindol-2-yl)-2,6-piperidinedione